FC=1C=CC(=NC1)OC1=C(C=C(C=C1)NC(=O)C1CC(C1)OC1=C(C=CC=C1)OC)C N-(4-((5-fluoropyridin-2-yl)oxy)-3-methylphenyl)-3-(2-methoxyphenoxy)cyclobutane-1-carboxamide